6-(1-(3-chloropyridin-2-yl)-3-(3,3-difluoroazetidin-1-yl)-1H-pyrazole-5-carboxamido)-N-methoxy-5-methylpyrazolo[1,5-a]pyridine-7-carboxamide ClC=1C(=NC=CC1)N1N=C(C=C1C(=O)NC=1C(=CC=2N(C1C(=O)NOC)N=CC2)C)N2CC(C2)(F)F